4-methylbenzylene diisocyanate CC1=CC=C(C(N=C=O)N=C=O)C=C1